14-oxo-9,12-octadecadienoic acid O=C(C=CCC=CCCCCCCCC(=O)O)CCCC